ClC1=CC=C2C(=NC=3N(C2=C1)C=NN3)N(C)C3=CC(=CC=C3)C=3C=NC(=CC3)C(C)(F)F 8-chloro-N-(3-(6-(1,1-difluoroethyl)pyridin-3-yl)phenyl)-N-methyl-[1,2,4]triazolo[4,3-a]quinazolin-5-amine